Methyl 2-((5-bromo-3-((tert-butoxycarbonyl)amino)thiophen-2-yl)(hydroxy)methyl)butanoate BrC1=CC(=C(S1)C(C(C(=O)OC)CC)O)NC(=O)OC(C)(C)C